NC1=C(C(=O)N(C)C)C=C(C=C1C1CC1)Cl 2-Amino-5-chloro-3-cyclopropyl-N,N-dimethylbenzamide